2-(4-fluorophenyl)-4-(2,4-difluorophenyl)imidazole 1-(6-(2,4-dimethoxypyrimidin-5-yl)-[1,2,4]triazolo[1,5-b]pyridazin-8-yl)-4,4-difluoropyrrolidin-3-yl-(2,2,2-trifluoroethyl)carbamate COC1=NC=C(C(=N1)OC)C=1C=C(C=2N(N1)N=CN2)N2CC(C(C2)(F)F)N(C(O)=O)CC(F)(F)F.FC2=CC=C(C=C2)C=2NC=C(N2)C2=C(C=C(C=C2)F)F